fluorovalinate FN[C@@H](C(C)C)C(=O)[O-]